C1(CCC1)C1=CC=C(C[C@H]2C[C@@H](N(C2)C(=O)OC(C)(C)C)C(=O)OCC2=CC=CC=C2)C=C1 2-benzyl 1-(tert-butyl) (2R,4S)-4-(4-cyclobutylbenzyl)pyrrolidine-1,2-dicarboxylate